C(C)C1=C(C=CC=C1)CCC 1-ethyl-2-n-propyl-benzene